Methyl 3-(2-(((1S,3S)-3-((t-butyloxycarbonyl)amino)cyclopentyl)amino)-5-(trifluoromethyl)pyrimidin-4-yl)-7-chloro-1H-indole-6-carboxylate C(C)(C)(C)OC(=O)N[C@@H]1C[C@H](CC1)NC1=NC=C(C(=N1)C1=CNC2=C(C(=CC=C12)C(=O)OC)Cl)C(F)(F)F